6-hydrazino-9-isopropylpurine N(N)C1=C2N=CN(C2=NC=N1)C(C)C